FC1(CN(CC1)CC(=O)NC=1C=NC(=C(C1)NC1=NN(C2=NC(=NC=C21)NC=2C=NN(C2)C)C)C)F 2-(3,3-difluoropyrrolidin-1-yl)-N-(6-methyl-5-((1-methyl-6-((1-methyl-1H-pyrazol-4-yl)amino)-1H-pyrazolo[3,4-d]pyrimidin-3-yl)amino)pyridin-3-yl)acetamide